N1(C=NC2=C1C=CC=C2)C(C(=O)N2C(CC(C2)F)C(=O)NC(C2=CC=CC=C2)C2=CC(=C(C=C2)C2CC2)F)C 1-[2-(1H-1,3-benzodiazol-1-yl)propionyl]-N-[(4-cyclopropyl-3-fluorophenyl)(phenyl)methyl]-4-fluoropyrrolidine-2-carboxamide